FC1(CCN(CC1)C(=O)C=1C=C2C(=NC1)N(C=C2)C=2C=NC(=NC2)C#N)F 5-(5-(4,4-difluoropiperidin-1-carbonyl)-1H-pyrrolo[2,3-b]pyridin-1-yl)pyrimidine-2-carbonitrile